7-(2-benzyloxy-ethoxy)-2-[4-(2-hydroxy-ethoxy)-3,5-dimethyl-phenyl]-5-methoxy-3H-quinazolin-4-one C(C1=CC=CC=C1)OCCOC1=CC(=C2C(NC(=NC2=C1)C1=CC(=C(C(=C1)C)OCCO)C)=O)OC